epoxypentene C1=C(CCC)O1